tert-butyl (10-(2-((3r,5r,7r)-adamantan-1-yl)acetamido)decyl)carbamate C12(CC3CC(CC(C1)C3)C2)CC(=O)NCCCCCCCCCCNC(OC(C)(C)C)=O